6-Aminohexane-1-thiol NCCCCCCS